C(C)(C)(C)OC(=O)NS(=O)(=O)N(C1CC2(CN(C2)C(=O)OC(C)(C)C)C1)C1CC1 tert-butyl 6-((N-(tert-butoxycarbonyl) sulfamoyl) (cyclopropyl) amino)-2-azaspiro[3.3]heptane-2-carboxylate